1-((S)-1-(2-((R)-1-amino-2-((1,1,1-trifluoro-2-methylpropan-2-yl)oxy)ethyl)-1H-benzo[d]imidazol-5-yl)-2-methoxyethyl)-4-(trifluoromethyl)imidazolidin-2-one-5,5-d2 N[C@@H](COC(C(F)(F)F)(C)C)C1=NC2=C(N1)C=CC(=C2)[C@@H](COC)N2C(NC(C2([2H])[2H])C(F)(F)F)=O